5-[(4R,10bS)-4-methyl-8-(4-piperidinyl)-3,4,6,10b-tetrahydro-1H-pyrazino[2,1-a]isoindol-2-yl]quinoline-8-carbonitrile C[C@@H]1CN(C[C@H]2N1CC1=CC(=CC=C21)C2CCNCC2)C2=C1C=CC=NC1=C(C=C2)C#N